(S)-9-(4-carboxybutoxy)-6-isopropyl-10-methoxy-2-oxo-6,7-dihydro-2H-pyrido[2,1-a]isoquinoline-3-carboxylic acid C(=O)(O)CCCCOC=1C=C2C[C@H](N3C(C2=CC1OC)=CC(C(=C3)C(=O)O)=O)C(C)C